4,4''-Azobis(4-cyanovaleric acid) C[C@@](CCC(=O)[O-])(C#N)N=N[C@@](C)(CCC(=O)[O-])C#N